FC=1C=CC(=NC1)NC1=NC=C(C(=O)NC([2H])([2H])[2H])C=C1 6-((5-fluoropyridin-2-yl)amino)-N-(methyl-d3)nicotinamide